OC(C)(CNCC=CC1=C(C=CC=C1)OC)O 2-hydroxy-3-((3-(2-methoxyphenyl)allyl)amino)propan-2-ol